C1=C(C=CC2=CC=CC=C12)C1=CC=C(C=C1)N(C=1C=C(C(=CC1)Br)C1=CC=CC=C1)C1=CC=C(C=C1)C1=CC2=CC=CC=C2C=C1 bis{4-(naphthalen-2-yl)phenyl}-(6-bromobiphenyl-3-yl)amine